[N+](=O)([O-])C1=CC=C(OCCN2CCOCC2)C=C1 4-[2-(4-nitrophenoxy)ethyl]morpholine